ClC1=CC2=C(C=C3N2C(=NN(C3=O)CC(=O)NC[C@H](C)O)C(C)C)S1 (S)-2-(2-Chloro-5-isopropyl-8-oxothieno[2',3':4,5]pyrrolo[1,2-d][1,2,4]triazin-7(8H)-yl)-N-(2-hydroxypropyl)acetamid